BrC=1C=CN=C2NC(=CC12)C 5-Bromo-8-methyl-2,9-diazabicyclo[4.3.0]nonane-1,3,5,7-tetraene